C(C)(=O)OOC1=C(C=CC=C1)CC=C allylphenoxy acetate